(S)-N-(3''-fluoro-5''-methoxy-2,2'-dimethyl-4''-((methyl(5-oxopyrrolidin-3-yl)amino)methyl)-[1,1':3',1''-terphenyl]-3-yl)-1-methyl-2-oxo-1,2-dihydropyridine-3-carboxamide FC=1C=C(C=C(C1CN([C@@H]1CNC(C1)=O)C)OC)C=1C(=C(C=CC1)C1=C(C(=CC=C1)NC(=O)C=1C(N(C=CC1)C)=O)C)C